3-ethyl-4-methyl-pentanol C(C)C(CCO)C(C)C